CC1=CC(=CC(=N1)CNC(C)=O)B1OC(C(O1)(C)C)(C)C N-[[6-Methyl-4-(4,4,5,5-tetramethyl-1,3,2-dioxaborolan-2-yl)-2-pyridyl]methyl]acetamide